4,4-dichloro-trans-stilbene ClC1(CC=C(C=C1)\C=C\C1=CC=CC=C1)Cl